tert-butyl 1-(1-cyano-1-methylethyl)-1H-pyrazole-4-carboxylate C(#N)C(C)(C)N1N=CC(=C1)C(=O)OC(C)(C)C